NC1=C(SC2=NC(=CC=C21)C)C(=O)N[C@@H]2COC1=CC(=CC=C1C2)N2CCNCC2 (S)-3-amino-6-methyl-N-(7-(piperazin-1-yl)chroman-3-yl)thieno[2,3-b]pyridine-2-carboxamide